methyl-behenylamine CNCCCCCCCCCCCCCCCCCCCCCC